1-{4-[(3-cyano-1-{[2-(trimethylsilyl)ethoxy]methyl}-1H-pyrrolo[2,3-b]pyridin-4-yl)oxy]-3,5-difluorophenyl}-3-(oxetan-3-ylmethyl)urea C(#N)C1=CN(C2=NC=CC(=C21)OC2=C(C=C(C=C2F)NC(=O)NCC2COC2)F)COCC[Si](C)(C)C